CC1=CC=2N=CN=C(C2S1)N 6-methyl-thieno[3,2-d]pyrimidin-4-amine